NC1=NC=CC=C1C1=NC=2C(=NC=CC2)N1C1=CC=C(CN2CCN(CC2)C=2C=NC=C(C#N)C2)C=C1 5-(4-(4-(2-(2-aminopyridin-3-yl)-3H-imidazo[4,5-b]pyridin-3-yl)benzyl)piperazin-1-yl)nicotinonitrile